FC=1C=C2C([C@H](CN3C2=C(C1F)C=C3)NC(OC(C)(C)C)=O)C tert-butyl ((5R)-8,9-difluoro-6-methyl-5,6-dihydro-4H-pyrrolo[3,2,1-ij]quinolin-5-yl)carbamate